ClC=1C(=C(C=CC1)[Ru]C1=CC=CC=C1)Cl dichlorodiphenylruthenium (II)